3-chloro-5-methyl-5-(selenocyanatomethyl)indolo[2,1-a]isoquinolin-6(5H)-one ClC1=CC=2C(C(N3C(C2C=C1)=CC=1C=CC=CC13)=O)(C[Se]C#N)C